nickel-cobalt hydroxyl sulfide OSO.[Co].[Ni]